N-methyl-2,5-dimethylpyrrole CN1C(=CC=C1C)C